ClC1=C(CC=2C=3N(C=C(N2)C2=CC=CC=C2)C(=C(N3)CC=3OC(=CC3)C)CC(=O)[O-])C=CC=C1 8-(2-Chlorobenzyl)-2-((5-methylfuran-2-yl)methyl)-6-phenylimidazo[1,2-a]pyrazin-3-yl-acetat